4-fluoro-N-(1-(5-(2-methylpyrimidin-4-yl)-5,6,7,8-tetrahydro-1,5-naphthyridin-2-yl)cyclopropyl)benzamide FC1=CC=C(C(=O)NC2(CC2)C2=NC=3CCCN(C3C=C2)C2=NC(=NC=C2)C)C=C1